tert-Butyl(4-phenylbutanethioyl)-L-phenylalaninate C(C)(C)(C)N([C@@H](CC1=CC=CC=C1)C(=O)[O-])C(CCCC1=CC=CC=C1)=S